OC(CS(=O)(=O)O)CN1CCN(CC1)CCO 2-hydroxy-3-[4-(2-hydroxyethyl)piperazin-1-yl]propane-sulfonic acid